2-(5-chloro-2-methoxypyridin-4-yl)-1-[7-methyl-6-(2-methyl-2H-tetrazol-5-yl)-3,4-dihydro-1H-spiro[1,8-naphthyridine-2,3'-pyrrolidin]-1'-yl]propan-1-one ClC=1C(=CC(=NC1)OC)C(C(=O)N1CC2(CC1)NC1=NC(=C(C=C1CC2)C=2N=NN(N2)C)C)C